C(C1=CC=CC=C1)OC(CC1=C(C=C(C(=C1)OCC1=CC=CC=C1)Br)F)=O 2-(5-benzyloxy-4-bromo-2-fluoro-phenyl)acetic acid benzyl ester